diaminoamine NNN